ON(C(=O)C1=CC=CC=C1)C/C=C/P([O-])([O-])=O.[NH4+].[NH4+] Diammonium [(1E)-3-(N-hydroxy-1-phenylformamido)prop-1-en-1-yl]phosphonate